CC1=C(C(=CC=C1)C)C=1N=C(SC1N1[C@@H](C[C@H](C1)OC(C)(C)C)C)NS(=O)(=O)C=1C(=NN(C1)C)C N-[4-(2,6-dimethylphenyl)-5-[(2R,4R)-2-methyl-4-[(2-methylpropan-2-yl)oxy]pyrrolidin-1-yl]-1,3-thiazol-2-yl]-1,3-dimethylpyrazole-4-sulfonamide